C(#N)N1[C@H](C[C@H](C1)OC)C(=O)N(C1=CC=C(C=C1)S(F)(F)(F)(F)F)C(C(=O)NC1CCC(CC1)(F)F)C=1C=NC=CC1C (2R,4R)-1-cyano-N-[2-[(4,4-difluorocyclohexyl)amino]-1-(4-methyl-3-pyridyl)-2-oxo-ethyl]-4-methoxy-N-[4-(pentafluoro-λ6-sulfanyl)phenyl]pyrrolidine-2-carboxamide